2-(2-bromo-3-chloro-6-fluoro-phenyl)-N-methyl-acetohydrazide BrC1=C(C(=CC=C1Cl)F)CC(=O)N(N)C